ClC=1C=C(CN2C(=CC3=CC(=CC=C23)O)C(C)C2=CC=C(C=C2)CC(C)C)C=CC1 1-(3-chlorobenzyl)-2-(1-(4-isobutylphenyl)ethyl)-1H-indol-5-ol